N-(4-(4-(methylsulfonyl)piperazin-1-yl)pyridin-2-yl)-6-(pyridin-4-yl)benzo[d]thiazol-2-amine CS(=O)(=O)N1CCN(CC1)C1=CC(=NC=C1)NC=1SC2=C(N1)C=CC(=C2)C2=CC=NC=C2